methyl-3-(4-sulfobutyl)imidazolium bis(trifluoromethanesulfonyl)imide [N-](S(=O)(=O)C(F)(F)F)S(=O)(=O)C(F)(F)F.CC=1NC=C[N+]1CCCCS(=O)(=O)O